C1(CCCC1)N1C(C(NCC1)=O)=O 1-Cyclopentylpiperazine-2,3-dione